(R)-1-(5-(2-amino-8H-imidazo[4',5':3,4]benzo[1,2-d]thiazol-5-yl)-4-methylpyridin-2-yl)propan-1-ol NC=1SC2=C(N1)C=C(C1=C2NC=N1)C=1C(=CC(=NC1)[C@@H](CC)O)C